(5'S,7a'R)-5'-(3,5-difluorophenyl)-1-([1,2,4]triazolo[1,5-a]pyrimidine-7-carbonyl)tetrahydro-3'H-spiro[piperidine-4,2'-pyrrolo[2,1-b]-[1,3]oxazol]-3'-one FC=1C=C(C=C(C1)F)[C@@H]1CC[C@H]2OC3(C(N21)=O)CCN(CC3)C(=O)C3=CC=NC=2N3N=CN2